tert-butyl (S)-3-((R)-2-amino-1-((tert-butyldimethylsilyl)oxy)ethyl)-3,4-dihydroisoquinoline-2(1H)-carboxylate NC[C@@H](O[Si](C)(C)C(C)(C)C)[C@H]1N(CC2=CC=CC=C2C1)C(=O)OC(C)(C)C